N-[(2-amino-3-fluoroquinolin-7-yl)methyl]-N-(2-methanesulfonylpyridin-3-yl)-5-(trifluoro-methyl)pyrazine-2-carboxamide NC1=NC2=CC(=CC=C2C=C1F)CN(C(=O)C1=NC=C(N=C1)C(F)(F)F)C=1C(=NC=CC1)S(=O)(=O)C